BrC1=CC2=C(N(C([C@@H](N=C2C2=CC=CC=C2)C(CC)CC)=O)CCC(=O)OCC)C=C1 ethyl (S)-3-(7-bromo-2-oxo-3-(pentan-3-yl)-5-phenyl-2,3-dihydro-1H-benzo[e][1,4]diazepin-1-yl)propanoate